1-(3-(4,4,5,5-tetramethyl-1,3,2-dioxaborolan-2-yl)phenyl)cyclopropane-1-carbonitrile CC1(OB(OC1(C)C)C=1C=C(C=CC1)C1(CC1)C#N)C